7-[(2S,4R)-2-(6-keto-1-methyl-3-pyridyl)tetrahydropyran-4-yl]-2,3-dimethyl-9-[3-(trifluoromethyl)-1-bicyclo[1.1.1]pentanyl]pyrazino[1,2-a]pyrimidin-4-one O=C1C=CC(=CN1C)[C@H]1OCC[C@H](C1)C=1N=C(C=2N(C(C(=C(N2)C)C)=O)C1)C12CC(C1)(C2)C(F)(F)F